1-(2,6-Difluoro-4-((isopropylamino)methyl-phenyl)-1H-imidazol-4-yl)-N-(1-(methylsulfonyl)piperidin-4-yl)-5-(trifluoromethyl)pyrimidin-2-amine FC=1NCC(N1)(C1=C(C=CC=C1F)CNC(C)C)N1C(N=CC(=C1)C(F)(F)F)NC1CCN(CC1)S(=O)(=O)C